NCC1CCN(CC1)C1=C(C=C(C=C1)N1C(O[C@H](C1)CO)=O)F (R)-3-(4-(4-(aminomethyl)piperidin-1-yl)-3-fluorophenyl)-5-(hydroxymethyl)oxazolidine-2-one